O=C1C2(CC3(CCN(C3)C3=CC=CC=C3)CC1C#N)CCCC2 12-OXO-2-phenyl-2-azadispiro[4.1.47.35]tetradecane-13-carbonitrile